5-((trimethylsilyl)ethynyl)-2,3-dihydro-1H-inden-2-amine C[Si](C)(C)C#CC=1C=C2CC(CC2=CC1)N